(3-(3-Fluorobenzyl)-5-phenylpyrazin-2-yl)phenylalanin FC=1C=C(CC=2C(=NC=C(N2)C2=CC=CC=C2)N[C@@H](CC2=CC=CC=C2)C(=O)O)C=CC1